(E)-3-(prop-1-en-1-yl)isothiazol-amine C(=C\C)/C1(NSC=C1)N